[Pb](I)(I)I.[Cs] Cesium Lead Triiodide